BrC=1C(=C(C=CC1)C(C(=O)OC(C)(C)C)(CCCC(CSCCO[Si](C)(C)C(C)(C)C)(C)C)C)OC tert-butyl 2-(3-bromo-2-methoxyphenyl)-7-((2-((tert-butyldimethylsilyl)oxy)ethyl)thio)-2,6,6-trimethylheptanoate